hydroxylamine-hydrochloride Cl.NO